S-methyl 2-(aminomethyl)-5-fluorobenzofuran-7-carbothioate NCC=1OC2=C(C1)C=C(C=C2C(SC)=O)F